3-amino-6-bromo-N-(tetrahydro-2H-pyran-4-yl)pyrazine-2-carboxamide NC=1C(=NC(=CN1)Br)C(=O)NC1CCOCC1